ethyl 3-((4-(4-(3-fluoro-6,7-dihydro-5H-pyrrolo[3,4-b]pyridine-6-carboxamido)phenyl)bicyclo[2.2.2]octan-1-yl)sulfonyl)propanoate FC=1C=C2C(=NC1)CN(C2)C(=O)NC2=CC=C(C=C2)C21CCC(CC2)(CC1)S(=O)(=O)CCC(=O)OCC